(S)-5-(4-((2-Ethyl-5-fluoro-3-oxo-4H-quinoxalin-6-yl)methyl)-2-methylpiperazine-1-yl)-6-fluoro-N-(methyl-d3)pyridine-2-carboxamide C(C)C1=NC2=CC=C(C(=C2NC1=O)F)CN1C[C@@H](N(CC1)C=1C=CC(=NC1F)C(=O)NC([2H])([2H])[2H])C